6-((2-hydroxycyclohexyl)amino)hexanoic acid undecyl ester C(CCCCCCCCCC)OC(CCCCCNC1C(CCCC1)O)=O